BrC=1C(=C2CCC(C2=C(C1)C)N1CC(C1)(O)C)C 1-(5-bromo-4,7-dimethyl-indan-1-yl)-3-methyl-azetidin-3-ol